(R)-4-((2-(3-aminopiperidin-1-yl)-1H-benzo[d]imidazol-1-yl)methyl)-N-methylbenzamide N[C@H]1CN(CCC1)C1=NC2=C(N1CC1=CC=C(C(=O)NC)C=C1)C=CC=C2